(3S,4S) or (3R,4R)-6-chloro-N-(5-chloro-1-cyclopropyl-1H-pyrazol-4-yl)-7-[3-fluoro-1-(oxetan-3-yl)piperidin-4-yl]quinazolin-2-amine ClC=1C=C2C=NC(=NC2=CC1[C@H]1[C@@H](CN(CC1)C1COC1)F)NC=1C=NN(C1Cl)C1CC1 |o1:11,12|